3-(3-(benzyloxy)-2-(1,3-dioxolan-2-yl)phenyl)-2,5-dihydro-1H-pyrrole C(C1=CC=CC=C1)OC=1C(=C(C=CC1)C=1CNCC1)C1OCCO1